C(C)(C)(C1=CC=CC=C1)C1=CC=C(C=C1)OC1=CC=C(C=C1)C(C)(C)C1=CC=CC=C1 para-cumylphenyl ether